4-[1-(Benzenesulfonyl)pyrrolo[2,3-b]pyridin-4-yl]-3-chloro-aniline C1(=CC=CC=C1)S(=O)(=O)N1C=CC=2C1=NC=CC2C2=C(C=C(N)C=C2)Cl